C1=CC=C(C=C1)CC(=O)N[C@@H](CCC(=O)N)C(=O)[O-] The molecule is an N-acyl-L-alpha-amino acid anion that is the conjugate base of N(2)-phenylacetyl-L-glutamine; major species at pH 7.3. It has a role as a human metabolite. It is a conjugate base of a N(2)-phenylacetyl-L-glutamine.